4,4'-biphenyl-dicarboxylic anhydride C12=CC=C(C=C1)C(=O)OC(=O)C1=CC=C2C=C1